FC=1C=C(C=CC1[N+](=O)[O-])CC(=O)N1CCOCC1 2-(3-fluoro-4-nitrophenyl)-1-morpholinoethane-1-one